N-[(3S)-1-[6-(tert-Butylamino)pyridine-3-carbonyl]pyrrolidin-3-yl]-N-methylacetamide C(C)(C)(C)NC1=CC=C(C=N1)C(=O)N1C[C@H](CC1)N(C(C)=O)C